8,9-difluoro-6-methoxy-N-methyl-1,4-dihydro-2H-pyrano[3,4-c]isoquinolin-1-amine FC=1C(=CC=2C3=C(N=C(C2C1)OC)COCC3NC)F